C1(CCCC1)SCC(=O)N1CCN(CC1)C(=O)C1C(C1)C1=CC=CC=C1 2-(Cyclopentylthio)-1-(4-((rac)-2-phenylcyclopropanecarbonyl)piperazin-1-yl)ethanone